[Cl-].C1(=CC=CC=C1)[NH+]1CN(C(C1(C)C)(C)C)C1=CC=CC=C1 1,3-Diphenyl-4,4,5,5-tetramethylimidazolinium chloride